2-{4-[1-(4-chlorophenyl)-2-[(4-chlorophenyl)methyl]-7-fluoro-1-methoxy-3-oxo-2,3-dihydro-1H-isoindole-5-carbonyl]piperidin-1-yl}acetic acid tert-butyl ester C(C)(C)(C)OC(CN1CCC(CC1)C(=O)C=1C=C2C(N(C(C2=C(C1)F)(OC)C1=CC=C(C=C1)Cl)CC1=CC=C(C=C1)Cl)=O)=O